C(CCCCCCC)C1C(C1)COC(CCCCCOCC(COCCCCCCCC)N(C)C)=O (2-octylcyclopropyl)methyl-6-(2-(dimethylamino)-3-(octyloxy)propoxy)hexanoate